C(N)(OC(=N)C1=CC=C(C=C1)CNC(=O)[C@H]1N(CC1)C([C@@H](C1CCCCC1)N)=O)=O ((4-(((S)-1-((R)-2-amino-2-cyclohexylacetyl) azetidine-2-carboxamido) methyl) phenyl) (imino) methyl) carbamate